(S)-6-chloro-N-(tetrahydrofuran-3-yl)-8-(2-(2,2,2-trifluoroethoxy)phenyl)imidazo[1,2-a]pyridine-2-carboxamide ClC=1C=C(C=2N(C1)C=C(N2)C(=O)N[C@@H]2COCC2)C2=C(C=CC=C2)OCC(F)(F)F